OCCCN1C2=CC=CC=3C=C(N(C(C1)C)C32)C3=NC2=C(N3C)C(=CC(=C2)C(=O)O)OC 2-[9-(3-hydroxypropyl)-11-methyl-1,9-diazatricyclo[6.3.1.04,12]dodeca-2,4(12),5,7-tetraen-2-yl]-7-methoxy-1-methyl-benzimidazole-5-carboxylic acid